Heptadecan-9-yl 8-((3-(ethylsulfonamido)propyl)(8-oxo-8-(undecan-3-yloxy)octyl)amino)octanoate C(C)S(=O)(=O)NCCCN(CCCCCCCC(=O)OC(CCCCCCCC)CCCCCCCC)CCCCCCCC(OC(CC)CCCCCCCC)=O